O1COC2=C1C=CC(=C2)C2=C(CCNC(C)=O)C=CC(=C2)OC2OC([C@@H]([C@H]([C@H]2O)O)OC)(C)C N-(2-(benzo[d][1,3]dioxol-5-yl)-4-(((3R,4S,5R)-3,4-dihydroxy-5-methoxy-6,6-dimethyltetrahydro-2H-pyran-2-yl)oxy)phenethyl)acetamide